(R)-1-(1-(6,8-difluoro-1-oxo-1,2-dihydroisoquinolin-4-yl)ethyl)-3-(4-fluorophenyl)-1-isobutylurea FC=1C=C2C(=CNC(C2=C(C1)F)=O)[C@@H](C)N(C(=O)NC1=CC=C(C=C1)F)CC(C)C